(1S,2S)-2-[{4-[(2S)-2,3-dihydro-1,4-benzodioxin-2-yl]benzyl}(methyl)amino]cyclohexanol butane-1,3-diylbis(2-oxopropionate) C(CC(C)CC(C(=O)O)=O)CC(C(=O)O)=O.O1[C@H](COC2=C1C=CC=C2)C2=CC=C(CN([C@@H]1[C@H](CCCC1)O)C)C=C2